NC=1NC(C=2N=CN(C2N1)[C@@H]1O[C@@]([C@H](C1)O)(CO)CF)=O 2-amino-9-((2R,4S,5R)-5-(fluoromethyl)-4-hydroxy-5-(hydroxymethyl)tetrahydrofuran-2-yl)-1,9-dihydro-6H-purin-6-one